C(C)(=O)OC[C@H]1[C@@H]2[C@@H]([C@@H]2CO1)B1OC(C(O1)(C)C)(C)C |&1:7| rac-((1R,2R,5S)-6-(4,4,5,5-tetramethyl-1,3,2-dioxaborolan-2-yl)-3-oxabicyclo[3.1.0]hexan-2-yl)methyl acetate